methyl 4-(acetoxymethyl)-2-fluoro-5-(4,4,5,5-tetramethyl-1,3,2-dioxaborolan-2-yl)benzoate C(C)(=O)OCC1=CC(=C(C(=O)OC)C=C1B1OC(C(O1)(C)C)(C)C)F